Ethyl (5,7-dihydroxy-2-oxo-2H-chromen-4-yl)acetate OC1=C2C(=CC(OC2=CC(=C1)O)=O)CC(=O)OCC